C1(CCC1)C(=O)N(CC=1N=CNC1)CCNC(O[C@H]1[C@@H](NC[C@H]1O)CC1=CC=C(C=C1)OC)=O (2S,3S,4R)-4-hydroxy-2-[(4-methoxyphenyl) methyl]pyrrolidin-3-yl N-{2-[1-cyclobutyl-N-(1H-imidazol-4-ylmethyl)formamido]ethyl}carbamate